methyl (S)-(7-((1-((tert-butyldiphenylsilyl)oxy)hexan-3-yl)amino)-1-((5-(chloromethyl)-3-methoxypyridin-2-yl)methyl)-3-methyl-1H-pyrazolo[4,3-d]pyrimidin-5-yl)carbamate [Si](C1=CC=CC=C1)(C1=CC=CC=C1)(C(C)(C)C)OCC[C@H](CCC)NC=1C2=C(N=C(N1)NC(OC)=O)C(=NN2CC2=NC=C(C=C2OC)CCl)C